copper-nickel-tin-silicon [Si].[Sn].[Ni].[Cu]